(R)-N-((S)-2-Hydroxy-1-(m-tolyl)ethyl)-2-(1-oxo-7-(2-((tetrahydro-2H-pyran-4-yl)amino)pyrimidin-4-yl)-3,4-dihydropyrrolo[1,2-a]pyrazin-2(1H)-yl)propanamide OC[C@H](C=1C=C(C=CC1)C)NC([C@@H](C)N1C(C=2N(CC1)C=C(C2)C2=NC(=NC=C2)NC2CCOCC2)=O)=O